(4S)-4-(4-CYANO-2-METHOXYPHENYL)-5-ETHOXY-1,4-DIHYDRO-2,8-DIMETHYL-1,6-NAPhTHYRIDINE-3-CARBOXAMIDE C(#N)C1=CC(=C(C=C1)[C@@H]1C(=C(NC2=C(C=NC(=C12)OCC)C)C)C(=O)N)OC